[La].[Cr] chromium-lanthanum